methyl 3-(4-{rac-(1R,2R)-2-[(trifluoromethoxy)methyl]cyclopropyl}-1H-pyrazol-1-yl)bicyclo[1.1.1]pentane-1-carboxylate FC(OC[C@H]1[C@@H](C1)C=1C=NN(C1)C12CC(C1)(C2)C(=O)OC)(F)F |r|